C(C)(C)(C)OC(N(C)CC1=CC(=C(C=C1)S(N)(=O)=O)F)=O (3-fluoro-4-sulfamoylbenzyl)(methyl)carbamic acid tert-butyl ester